[N+](=O)([O-])C=1C=C(C=O)C=CC1 3-NITROBENZALDEHYDE